ClC=1C=C(C=CC1C(F)(F)F)NC(=O)N1[C@@H]2CC[C@H]1CC1=C2C=CC=C1F (5R,8S)-N-(3-chloro-4-(trifluoromethyl)phenyl)-1-fluoro-6,7,8,9-tetrahydro-5H-5,8-epiminobenzo[7]annulene-10-carboxamide